O=C1N(CC2=CC(=CC=C12)C1=NC=C2N1C=CC(=C2)CN2CCCC2)C2C(NC(CC2)=O)=O 3-(1-oxo-5-(7-(pyrrolidin-1-ylmethyl)imidazo[1,5-a]pyridin-3-yl)isoindolin-2-yl)piperidine-2,6-dione